4-(cyclopropylamino)-3,4-dioxo-1-(2-oxopyrrolidin-3-yl)butan C1(CC1)NC(C(CCC1C(NCC1)=O)=O)=O